C(C)(C)C1CCN(CC1)C1=CC=C(C(=N1)C)NC1=CC=C(CCNC(=O)C2CNC(C2)=O)C=C1 N-(4-((6-(4-isopropylpiperidin-1-yl)-2-methylpyridin-3-yl)amino)phenethyl)-5-oxopyrrolidine-3-carboxamide